nickel-nickel copper [Cu].[Ni].[Ni]